manganese(II) perchlorate Cl(=O)(=O)(=O)[O-].[Mn+2].Cl(=O)(=O)(=O)[O-]